ClC=1C=C(C=CC1)C(=O)OO 3-chlorobenzenecarboperoxoic acid